C(CCCCC)[Si](Cl)(Cl)Cl n-hexanyl-trichlorosilane